CC1N(CCCC12C(NC1=CC=CC=C12)=O)C(=O)C1=C(OC=2N=CN=C(C21)NC2(CC2)C)C methyl-1'-{6-methyl-4-[(1-methylcyclopropyl)amino]furo[2,3-d]pyrimidine-5-carbonyl}-1,2-dihydrospiro[indol-3,3'-piperidin]-2-one